Disodium Tridecyl-sulfosuccinate C(CCCCCCCCCCCC)C(C(=O)[O-])(CC(=O)[O-])S(=O)(=O)O.[Na+].[Na+]